FC(OC1=C(C=C(C=C1)C=1OC(=C(N1)C)C(=O)NC1=CC(=CC=C1)C(CC)(F)F)C1=NC=CC=C1)F 2-(4-(difluoromethoxy)-3-(pyridin-2-yl)phenyl)-N-(3-(1,1-difluoropropyl)phenyl)-4-methyloxazole-5-carboxamide